[C@H]12OC[C@H](N(C1)C(=O)C1=CC=C(C=C1)C1=CC3=NC=CC(=C3O1)C1=CC(=NC=C1)C(C)(C)O)C2 ((1R,4R)-2-oxa-5-azabicyclo[2.2.1]heptan-5-yl)(4-(7-(2-(2-hydroxypropan-2-yl)pyridin-4-yl)furo[3,2-b]pyridin-2-yl)phenyl)methanone